FC1([C@@H](CN(CC1)CC1=CC(=C2CN(C(C2=C1)=O)C1=CC(=CC=C1)C1(COC1)CC1=NN=CN1C)C(F)(F)F)CO)F (S)-6-((4,4-difluoro-3-(hydroxymethyl)piperidin-1-yl)methyl)-2-(3-(3-((4-methyl-4H-1,2,4-triazol-3-yl)methyl)oxetan-3-yl)phenyl)-4-(trifluoro-methyl)isoindolin-1-one